N-tert-butyl-4-[[2-[4-(1-cyanocyclopropyl)-2-fluoro-5-hydroxy-phenyl]acetyl]amino]pyridine-2-carboxamide C(C)(C)(C)NC(=O)C1=NC=CC(=C1)NC(CC1=C(C=C(C(=C1)O)C1(CC1)C#N)F)=O